2-((2-(4-methoxyphenyl)imidazo[1,2-a]pyridin-3-yl)thio)-1-phenylethane-1-amine COC1=CC=C(C=C1)C=1N=C2N(C=CC=C2)C1SCC(N)C1=CC=CC=C1